C(C1=CC=C(C(=O)OCCCCCCC)C=C1)(=O)OCCCCCCC Diheptyl terephthalate